BrC=1C(=CC(=C(C1)NS(=O)(=O)CC)C1CC1)OC1=C(C=C(C=C1)F)F N-(5-bromo-2-cyclopropyl-4-(2,4-difluorophenoxy)phenyl)ethanesulfonamide